(m-tolyl)octahydro-1H-indole-2-carboxamide C1(=CC(=CC=C1)N1C(CC2CCCCC12)C(=O)N)C